N-Methyl-6-(2-methylimidazo[2,1-b][1,3]thiazol-6-yl)-N-(2,2,6,6-tetramethylpiperidin-4-yl)[1,3]thiazolo[4,5-c]pyridin-2-amin-Hydrochlorid Cl.CN(C=1SC2=C(C=NC(=C2)C=2N=C3SC(=CN3C2)C)N1)C1CC(NC(C1)(C)C)(C)C